CN(C(=O)N(C1=CC=CC=C1)C)C1=CC=CC=C1 1,3-dimethyl-1,3-diphenyl-urea